ClC1=C(C=C(C=C1)C1(CC(C1)C)C1=NN=CN1C)NC(=O)C=1C(N(C=C(C1)CNCC(C)(C)C)CC(F)(F)F)=O N-(2-chloro-5-((1s,3s)-3-methyl-1-(4-methyl-4H-1,2,4-triazol-3-yl)cyclobutyl)phenyl)-5-((neopentylamino)methyl)-2-oxo-1-(2,2,2-trifluoroethyl)-1,2-dihydropyridine-3-carboxamide